2-((4-chloro-2-fluorophenylthio)methyl)-6-(piperidine-4-oxy)pyridine ClC1=CC(=C(C=C1)SCC1=NC(=CC=C1)OC1CCNCC1)F